C(C#CC)OC=1C(=C(C=NC1)CC1=C(C(=NC=C1)NS(=O)(=O)S(NC)(=O)=O)F)C 4-[(5-but-2-ynyloxy-4-methyl-3-pyridinyl)methyl]-3-fluoro-N-(methylsulfamoylsulfonyl)pyridin-2-amine